(E)-4-((1,3-bis(dodecanoyloxy) propan-2-yl)oxy)-4-oxobut-2-enoate C(CCCCCCCCCCC)(=O)OCC(COC(CCCCCCCCCCC)=O)OC(/C=C/C(=O)[O-])=O